C1CC12CN(CCNC2)C2=CC=CC(=N2)C2=NC1=CC(=NC=C1C=C2)CNC(C2=CC(=C(C=C2)C)S(=O)(=O)C)=O N-((2-(6-(5,8-diazaspiro[2.6]nonan-5-yl)pyridin-2-yl)-1,6-naphthyridin-7-yl)methyl)-4-methyl-3-(methylsulfonyl)benzamide